COC(=O)C=1C=CC=2N(C1C(=C)C)N=C(C2C2=C(C=CC=C2F)F)C 3-(2,6-difluorophenyl)-2-methyl-7-(propan-1-en-2-yl)pyrazolo[1,5-a]pyridine-6-carboxylic acid methyl ester